FC1(CC12CN([C@@H](C2)C(=O)OC)C(=O)OC(C)(C)C)F (6S)-5-tert-butyl 6-methyl 1,1-difluoro-5-azaspiro[2.4]heptane-5,6-dicarboxylate